ClC1=CC(=C(NC2CCN(CC2)C=2C3=C(N(C(C2C#N)=O)C)SC(=N3)C)C=C1)F 7-[4-(4-chloro-2-fluoro-anilino)-1-piperidyl]-2,4-dimethyl-5-oxo-thiazolo[5,4-b]pyridine-6-carbonitrile